1-[2-(5-chloro-2-pyridinyl)-5-methylsulfanyl-1,2,4-triazol-3-yl]ethylamine ClC=1C=CC(=NC1)N1N=C(N=C1C(C)N)SC